2-(5-chlorothiazol-2-ylcarbamoyl)phenyl 2-amino-3-methylpentanoate NC(C(=O)OC1=C(C=CC=C1)C(NC=1SC(=CN1)Cl)=O)C(CC)C